C(C1=CC=CC=C1)OC(=O)N1C(CCCC1)COC1CCC(CC1)C1=C(C=CC=C1)C=C ((((1S,4S)-4-(2-vinylphenyl)cyclohexyl)oxy)methyl)piperidine-1-carboxylic acid benzyl ester